O1C(CC1)CO (oxetan-2-yl)methanol